C[C@@]1([C@@H](C1)C1(CCC(CC1)N)N)C1=CC=CC=C1 1-((trans)-2-methyl-2-phenylcyclopropyl)cyclohexane-1,4-diamine